ClC1=CC(=C(C=C1)C1=C(C=C(C=C1)Cl)F)F 4,4'-dichloro-2,2'-difluoro-1,1'-biphenyl